N-(4-(4-amino-7-(1-(tetrahydro-2H-pyran-4-yl)-1H-pyrazol-4-yl)furo[3,2-c]pyridin-3-yl)-2-((4-fluorobenzyl)oxy)phenyl)-1,1-difluoromethane-sulfonamide NC1=NC=C(C2=C1C(=CO2)C2=CC(=C(C=C2)NS(=O)(=O)C(F)F)OCC2=CC=C(C=C2)F)C=2C=NN(C2)C2CCOCC2